S(=O)(=O)(C1=CC=C(C)C=C1)C1=NN=NN1C[C@@H](C)[C@H]1CC[C@H]2[C@@H]3C=CC4=CC(CC[C@]4(C)[C@H]3CC[C@]12C)=O (20S)-20-(5-tosyltetrazol-1-yl)methyl-pregn-4,6-dien-3-one